1,2-bis(4-(cyclopent-2,4-dien-1-ylidene(phenyl)methyl)phenyl)ethane C1(C=CC=C1)=C(C1=CC=C(C=C1)CCC1=CC=C(C=C1)C(C1=CC=CC=C1)=C1C=CC=C1)C1=CC=CC=C1